C(C)(C)(CC(C)(C)C)N(C1=CC=CC2=CC=CC=C12)C1=CC=CC=C1 t-octylphenyl-α-naphthylamine